NC1=NN2C(N=CC(=C2)F)=C1C(=O)NC=1C=NC=C(C1N1CCC(CC1)C(=O)N1CC2N(CC1)CCC2)F 2-amino-6-fluoro-N-(5-fluoro-4-(4-(octahydropyrrolo[1,2-a]pyrazine-2-carbonyl)piperidin-1-yl)pyridin-3-yl)pyrazolo[1,5-a]pyrimidine-3-carboxamide